tert-butyl (3S)-3-[4-[4-(difluoromethoxy)-3-fluoro-anilino]pyrido[3,2-d]pyrimidin-6-yl]oxypyrrolidine-1-carboxylate FC(OC1=C(C=C(NC=2C3=C(N=CN2)C=CC(=N3)O[C@@H]3CN(CC3)C(=O)OC(C)(C)C)C=C1)F)F